O=C1N(C(C=C1)=O)CC(=O)N[C@H](C(NCC(NCC(NCC(NCC(NCCOCCOCCOCCOCCOCCOCCOCCOC)=O)=O)=O)=O)=O)CCC(=O)O (S)-40-(2-(2,5-dioxo-2,5-dihydro-1H-pyrrol-1-yl)acetamido)-27,30,33,36,39-pentaoxo-2,5,8,11,14,17,20,23-octaoxa-26,29,32,35,38-pentaazatritetracontan-43-oic acid